sulfonyl-dianiline tert-butyl-N-[(3S,4S)-3-methyl-2-oxa-8-azaspiro[4.5]decan-4-yl]carbamate C(C)(C)(C)OC(N[C@@H]1[C@@H](OCC12CCNCC2)C)=O.S(=O)(=O)(NC2=CC=CC=C2)NC2=CC=CC=C2